C(CCC)OC1=CC(=CC=C1)\C=C\C\C=C/CC 1-butoxy-3-((1E,4Z)-hept-1,4-dien-1-yl)benzene